O1C(=CC=C1)C1=CC=C(C=C1)C=1N(C(=CN1)C)CC1=C(OCCC[C@H](CC(=O)O)C)C=CC=C1 (R)-6-(2-((2-(4-(furan-2-yl)phenyl)-5-methyl-1H-imidazol-1-yl)methyl)phenoxy)-3-methylhexanoic acid